ClC=1C=C(C=NC1N1N=CC=N1)NC(=O)C=1C=NN(C1C(F)(F)F)C=1C(=NC(=CC1)C#N)C N-(5-chloro-6-(2H-1,2,3-triazol-2-yl)pyridin-3-yl)-1-(6-cyano-2-methylpyridin-3-yl)-5-(trifluoromethyl)-1H-pyrazole-4-carboxamide